(((1S,4S)-4-aminocyclohexyl)amino)-2-methyl-4-(trifluoromethyl)pyridazin-3(2H)-one hydrochloride Cl.NC1CCC(CC1)NC1=C(C(N(N=C1)C)=O)C(F)(F)F